ClS(=O)(=O)CCC Chlorosulfonyl-propane